NCC=1C=NC(=NC1)C#N 5-(aminomethyl)pyrimidine-2-carbonitrile